3,3'-biphenyldiamine C1(=CC(=CC=C1)N)C1=CC(=CC=C1)N